BrC=1C=NN(C1)CC1=CC=C(COC2=NC=CC=C2)C=C1 2-((4-((4-bromo-1H-pyrazol-1-yl)methyl)benzyl)oxy)pyridine